OC=1C=C2C=C(C(=CC2=C(C1C)C)C(=O)O)C 6-hydroxy-3,7,8-trimethyl-2-naphthoic acid